(3-nitro-5-(trifluoromethyl)pyridin-2-yl)piperidin-4-ol [N+](=O)([O-])C=1C(=NC=C(C1)C(F)(F)F)N1CCC(CC1)O